N-(1-(1-((6-bromo-2-(2,6-dioxopiperidin-3-yl)-1-oxoisoindoline-5-yl)methyl)piperidine-4-yl)-3-(difluoromethyl)-1H-pyrazol-4-yl)-5-morpholinopyrazolo[1,5-a]pyrimidine-3-carboxamide BrC1=C(C=C2CN(C(C2=C1)=O)C1C(NC(CC1)=O)=O)CN1CCC(CC1)N1N=C(C(=C1)NC(=O)C=1C=NN2C1N=C(C=C2)N2CCOCC2)C(F)F